(2-methoxy-4,5-dimethylphenyl)boronic acid COC1=C(C=C(C(=C1)C)C)B(O)O